tert-butyl (7S)-7-formyl-8-methyloctahydro-2H-pyrazino[1,2-a]pyrazine-2-carboxylate C(=O)[C@H]1N(CC2N(CCN(C2)C(=O)OC(C)(C)C)C1)C